FC(C1=CC=C(C=C1)CC(=O)N1CCC=2C1=CN=CC2C2=CC=C(C#N)C=C2)(F)F 4-(1-{2-[4-(trifluoromethyl)phenyl]acetyl}-2,3-dihydro-1H-pyrrolo[2,3-c]pyridine-4-yl)benzonitrile